N=1C=CN2C1C=CC(=C2)C2=CNC=1N=C(N=CC12)NCC(F)(F)F 5-(imidazo[1,2-a]pyridin-6-yl)-N-(2,2,2-trifluoroethyl)-7H-pyrrolo[2,3-d]pyrimidin-2-amine